C(C)(C)N1N=CC(=C1C1=NN2C(N(C(CC2)=O)COCC[Si](C)(C)C)=C1)C#N 1-isopropyl-5-(5-oxo-4-((2-(trimethylsilyl)ethoxy)methyl)-4,5,6,7-tetrahydropyrazolo[1,5-a]pyrimidin-2-yl)-1H-pyrazole-4-carbonitrile